Cl.CN1CCN(CC1)CC=1C=C2CCNCC2=C(C1)N[C@@H]1COCC1 (S)-6-((4-methylpiperazin-1-yl)methyl)-N-(tetrahydrofuran-3-yl)-1,2,3,4-tetrahydroisoquinolin-8-amine hydrochloride